C(CCCCCCC\C=C/CCCCCCCC)(=O)C(C(=O)O)C[C@@H](C)[C@H]1CC[C@H]2[C@@H]3CCC4CCCC[C@]4(C)[C@H]3CC[C@]12C (oleoyl)cholanic acid